4-(5-fluoro-2-nitrophenyl)morpholine FC=1C=CC(=C(C1)N1CCOCC1)[N+](=O)[O-]